(chloro)(p-isopropyltoluene) ClCC1=CC=C(C=C1)C(C)C